C(#N)N1C2C(CC1CC2)NC(=O)C=2C=C1CCN(C1=CC2)C2=NC=CC(=N2)C(C)C endo-N-(7-cyano-7-azabicyclo[2.2.1]heptan-2-yl)-1-(4-(2-propanyl)-2-pyrimidinyl)-2,3-dihydro-1H-indole-5-carboxamide